CC1=NN=CN1C1=CC=C(C=C1)C1=NNC2=NC=C(C=C21)C=2C=CC1=C(CC[C@H](CC1)N1C3COCC1C3)C2 6-[(7S)-2-{3-[4-(3-Methyl-4H-1,2,4-triazol-4-yl)phenyl]-1H-pyrazolo[3,4-b]pyridin-5-yl}-6,7,8,9-tetrahydro-5H-benzo[7]annulen-7-yl]-3-oxa-6-azabicyclo[3.1.1]heptane